trinitrophloroglucinol bis(2-(1-tridecyl-1H-1,2,3-triazol-4-yl)ethyl)3,3'-((3-(piperidin-1-yl)propyl)azanediyl)dipropionate C(CCCCCCCCCCCC)N1N=NC(=C1)CCC(C(=O)O)(CN(CCC(=O)O)CCCN1CCCCC1)CCC=1N=NN(C1)CCCCCCCCCCCCC.[N+](=O)([O-])C1=C(C(=C(C(=C1O)[N+](=O)[O-])O)[N+](=O)[O-])O